n-nonanoic vanillylamide C(C1=CC(OC)=C(O)C=C1)NC(CCCCCCCC)=O